N2-(1-oxohexadecyl)-L-lysyl-L-valyl-L-Lysine O=C(CCCCCCCCCCCCCCC)N[C@@H](CCCCN)C(=O)N[C@@H](C(C)C)C(=O)N[C@@H](CCCCN)C(=O)O